ClC1=NC=CC(=C1F)C1=C(C(=C(C(=C1)F)C(C)C)F)O 2-chloro-4-(3,5-difluoro-4-isopropyl-2-hydroxyphenyl)-3-fluoropyridine